chloro-N5-(4'-cyclopropyl-[1,1'-biphenyl]-3-yl)-N5-methyl-[1,2,4]triazolo[4,3-a]quinazoline-1,5-diamine ClC1=C2C(=NC=3N(C2=CC=C1)C(=NN3)N)N(C)C=3C=C(C=CC3)C3=CC=C(C=C3)C3CC3